C(C)(=O)NCCCC[C@H](N)C(=O)O N6-acetyl-Lysine